COC(=O)C1=C(C=CC=C1)S(=O)(=O)NC(CCC)=O N-(2-methoxycarbonylbenzenesulfonyl)butyramide